CC1=CCC2CC1C2(C)C (+/-)-alpha-pinene